4-phenylaminocarbazole C1(=CC=CC=C1)NC1=CC=CC=2NC3=CC=CC=C3C12